C1(=CC=CC=C1)N1C(=CC=C1C1=CC=CC=C1)C1=CC=CC=C1 1,2,5-triphenylpyrrole